(S)-N-(3-(2-((1,5-dimethyl-1H-pyrazol-3-yl)amino)-5-methylpyrimidin-4-yl)-1H-indol-7-yl)-2-(3-((2-(piperidin-1-yl)pyrimidin-4-yl)oxy)pyrrolidin-1-yl)acetamide CN1N=C(C=C1C)NC1=NC=C(C(=N1)C1=CNC2=C(C=CC=C12)NC(CN1C[C@H](CC1)OC1=NC(=NC=C1)N1CCCCC1)=O)C